N=1C=NN2C=NC(=CC21)OC2=C(C=C(C=C2)NC2=C(C=NC1=CC(=CC(=C21)O[C@H]2C(CN(CC2)C)(F)F)OC)C#N)C (R)-4-((4-([1,2,4]triazolo[1,5-c]pyrimidin-7-yloxy)-3-methylphenyl)amino)-5-((3,3-difluoro-1-methylpiperidin-4-yl)oxy)-7-methoxyquinoline-3-carbonitrile